CC(C=O)=CCC 2-Methyl-2-Pentenal